C(C)(C)NC([C@H](C)NC1=NC=NC2=CC=C(C=C12)C=1C=NC(=CC1)OC)=O (S)-N-isopropyl-2-((6-(6-methoxypyridin-3-yl)quinazolin-4-yl)amino)propanamide